bromochromium sulfide [S-2].Br[Cr+2]